tert-butyl 4-(3,3-diethyl-2-oxoindolin-5-yl)-3,6-dihydropyridine-1(2H)-carboxylate C(C)C1(C(NC2=CC=C(C=C12)C=1CCN(CC1)C(=O)OC(C)(C)C)=O)CC